CC1([C@@H]2[C@H]3CC[C@@H]2C([C@]3(CCC1)C)=C)C (1R,2S,7S,9S)-3,3,7-trimethyl-8-methylenetricyclo-[5.4.0.02,9]undecane